3-ethyl-1-{4-[6-(1-hydroxypropyl)-4-methylpyridin-3-yl]imidazo[1,2-a]1,6-naphthyridin-8-yl}urea C(C)NC(NC1=NC=C2C=C(C=3N(C2=C1)C=CN3)C=3C=NC(=CC3C)C(CC)O)=O